2-Ethylsulfanyl-N-[(3-fluorophenyl)-methyl]-4-methyl-6-([1,4]oxazepan-4-yl)-pyridine-3-carboxylic acid amide C(C)SC1=NC(=CC(=C1C(=O)NCC1=CC(=CC=C1)F)C)N1CCOCCC1